N(=[N+]=[N-])\C(\C(=O)OCC)=C/C1=C(C(=CC=C1)F)Cl ethyl (Z)-2-azido-3-(2-chloro-3-fluorophenyl)acrylate